4-hydroxyhexaEthylene glycol isopentyl methyl ether COCCOCCOCCOCCOCC(OCCOCCC(C)C)O